ethyl 2,2-difluoro-3-(4-fluorophenyl)-3-hydroxybutanoate FC(C(=O)OCC)(C(C)(O)C1=CC=C(C=C1)F)F